NC1=NC(=NC(=N1)N)CCOC(C(=C)C)=O 2,4-Diamino-6-methacryloyloxyethyl-1,3,5-triazine